(2-Amino-4,5-difluorophenyl)methanol NC1=C(C=C(C(=C1)F)F)CO